C(C)(C)(C)C=1C(=C(C=CC1)OP(OC1=C(C(=CC=C1)C(C)(C)C)C(C)(C)C)OC1=C(C(=CC=C1)C(C)(C)C)C(C)(C)C)C(C)(C)C tris(Di-tert-butylphenyl)phosphite